C(C)(C)(C)OC(=O)N1C[C@@H](CCC1)SC=1N=NC(=C(C1)C)C1=C(C=C(C=C1)C(F)(F)F)OC.CSC1=CC=C(C(=O)C(C)(C)N2CCOCC2)C=C1 2-[4-(methylthio)benzoyl]-2-(4-morpholinyl)propane tert-butyl-(R)-3-((6-(2-methoxy-4-(trifluoromethyl)phenyl)-5-methylpyridazin-3-yl)thio)piperidine-1-carboxylate